2-(di-tert-butylphosphaneyl)-1-phenyl-1H-indole C(C)(C)(C)P(C=1N(C2=CC=CC=C2C1)C1=CC=CC=C1)C(C)(C)C